BrC=1C=C2C(=CNC(C2=C(C1)F)=O)Cl 6-bromo-4-chloro-8-fluoroisoquinolin-1(2H)-one